CC(C(=O)NC1CN(CC1)C(=O)OC(C)(C)C)(C)C tert-butyl 3-(2,2-dimethylpropanoylamino)pyrrolidine-1-carboxylate